N-((4,6-dimethyl-2-oxo-1,2-dihydropyridin-3-yl)methyl)-5-(6-(4-(dimethyl-amino)piperidin-1-yl)pyridin-3-yl)-3-(N-ethylcyclopropanecarboxamido)-2-methyl-benzamide CC1=C(C(NC(=C1)C)=O)CNC(C1=C(C(=CC(=C1)C=1C=NC(=CC1)N1CCC(CC1)N(C)C)N(C(=O)C1CC1)CC)C)=O